3-METHYLPENTANEDIOL CC(CC(O)O)CC